C(C)(C)(C)C1(N(CC12CCCCC2)C(=O)[O-])OS(=O)(=O)C tert-butyl-methanesulfonyloxy-2-azaspiro[3.5]nonane-2-carboxylate